3-(5-{4-[(1-{4-[6-(benzyloxy)-4-oxoquinazolin-3-yl]phenyl}piperidin-4-yl)oxy]piperidin-1-yl}-1-oxo-3H-isoindol-2-yl)piperidine-2,6-dione C(C1=CC=CC=C1)OC=1C=C2C(N(C=NC2=CC1)C1=CC=C(C=C1)N1CCC(CC1)OC1CCN(CC1)C=1C=C2CN(C(C2=CC1)=O)C1C(NC(CC1)=O)=O)=O